6-fluoro-5-(4-fluoro-1-(2-fluoroethyl)-1H-benzo[d]imidazol-6-yl)-N-((3S,4R)-3-fluoro-1-(oxetan-3-yl)piperidin-4-yl)-4-methoxypyrrolo[2,1-f][1,2,4]triazin-2-amine FC=1C(=C2C(=NC(=NN2C1)N[C@H]1[C@H](CN(CC1)C1COC1)F)OC)C=1C=C(C2=C(N(C=N2)CCF)C1)F